(3-bromo-1H-indol-2-yl)methylamine BrC1=C(NC2=CC=CC=C12)CN